(6-(3-bromo-2-chlorophenyl)-4-methoxy-6,7-dihydro-5H-pyrrolo[3,4-d]pyrimidin-2-yl)methanol Potassium [K].BrC=1C(=C(C=CC1)N1CC=2N=C(N=C(C2C1)OC)CO)Cl